COCCN1CN(C2=CC=C(C=C2C1)[N+](=O)[O-])CCCN1CCCCC1 3-(2-methoxyethyl)-6-nitro-1-(3-(piperidin-1-yl)propyl)quinazoline